C(C)(=O)N1CCN(CC1)C1CCN(CC1)C1=C(C=C(C(=C1)OC)NC1=NC=NC(=C1)N1OCC[C@@H]1C1=CC=CC=C1)NC(C=C)=O N-(2-(4-(4-acetylpiperazine-1-yl)piperidine-1-yl)-4-methoxy-5-((6-((R)-3-phenylisoxazolidine-2-yl)pyrimidine-4-yl)amino)phenyl)acrylamide